tert-Butyl 4-[5-(5-fluoro-3-pyridyl)-7-[2-(1H-indol-3-yl)ethylamino]pyrazolo[1,5-a]pyrimidine-3-carbonyl]piperazine-1-carboxylate FC=1C=C(C=NC1)C1=NC=2N(C(=C1)NCCC1=CNC3=CC=CC=C13)N=CC2C(=O)N2CCN(CC2)C(=O)OC(C)(C)C